BrC1=CC2=C(N=C(OC23C(N(C(C2=CC=CC=C32)=O)C)=O)C(C)(C)C)C=C1 6-Bromo-2-(tert-butyl)-2'-methyl-1'H-spiro[benzo[d][1,3]oxazine-4,4'-isoquinoline]-1',3'(2'H)-dione